FC1=C(C(=CC2=C1CC(CCC2)N(C)CCC(C)C)O)N2CC(NS2(=O)=O)=O 5-(1-fluoro-3-hydroxy-8-(isopentyl(methyl)amino)-6,7,8,9-tetrahydro-5H-benzo[7]annulen-2-yl)-1,2,5-thiadiazolidin-3-one 1,1-dioxide